4-[5-(aminomethyl)pyrimidin-2-yl]-3-(6-cyclopropyloxy-2-methylpyrimidin-4-yl)oxybenzonitrile NCC=1C=NC(=NC1)C1=C(C=C(C#N)C=C1)OC1=NC(=NC(=C1)OC1CC1)C